5-((1S,2R)-1-(7-chloro-1,1-dioxido-3,4-dihydro-2H-pyrido[4,3-b][1,4,5]oxathiazepin-2-yl)-2-(6-fluoro-2,3-dimethylphenyl)propyl)-1,3,4-oxadiazol-2(3H)-one ClC1=CC=2OCCN(S(C2C=N1)(=O)=O)[C@@H]([C@H](C)C1=C(C(=CC=C1F)C)C)C1=NNC(O1)=O